(2S,4R)-4-(difluoromethoxy)-1-((phenoxathiine-3-carbonyl)glycyl)-N-((1,2,3,4-tetrahydroisoquinolin-6-yl)methyl)pyrrolidine-2-carboxamide FC(O[C@@H]1C[C@H](N(C1)C(CNC(=O)C=1C=CC=2SC3=CC=CC=C3OC2C1)=O)C(=O)NCC=1C=C2CCNCC2=CC1)F